FC(OC=1C=CC(=C(C1)C1=NN(C=2C[C@@H](CCC12)C(=O)NC1(CS(C1)(=O)=O)C)C1C(CCC1)=O)F)F (6R)-3-(5-(difluoromethoxy)-2-fluorophenyl)-N-(3-methyl-1,1-dioxidothietan-3-yl)-1-(2-oxocyclopentyl)-4,5,6,7-tetrahydro-1H-indazole-6-carboxamide